Dimethyl 6-chloropyridin-2,3-dicarboxylate ClC1=CC=C(C(=N1)C(=O)OC)C(=O)OC